[2-[1-[[3,5-bis(trifluoromethyl)-phenyl]methyl]-5-pyridin-4-yltriazol-4-yl]pyridin-3-yl]-(2-chlorophenyl)methanone FC(C=1C=C(C=C(C1)C(F)(F)F)CN1N=NC(=C1C1=CC=NC=C1)C1=NC=CC=C1C(=O)C1=C(C=CC=C1)Cl)(F)F